5-Bromo-3-(1-ethyl-5-methyl-1H-pyrazol-3-ylamino)-1-methylpyridin-2(1H)-one BrC=1C=C(C(N(C1)C)=O)NC1=NN(C(=C1)C)CC